CC1=CSC2=C1C=C(C=C2)C2=C1CN(C(C1=CC=C2)=O)CC(C#N)=C 2-{[4-(3-methyl-1-benzothiophen-5-yl)-1-oxo-2,3-dihydro-1H-isoindol-2-yl]methyl}prop-2-enenitrile